C(C)(C)(C)C=1C=C(C=C(C1)C(C)(C)C)N1C2=CC=CC=C2C=2C=CC(=CC12)NC1=CC=CC=C1 N-[9-(3,5-di-tert-butylphenyl)-9H-carbazol-2-yl]-N-phenylamine